N-[4-(3,3-difluoropyrrolidin-1-yl)-2,6-difluorophenyl]-2-[(1-methyl-1H-1,2,3,4-tetrazol-5-yl)sulfanyl]-5-nitrobenzamide FC1(CN(CC1)C1=CC(=C(C(=C1)F)NC(C1=C(C=CC(=C1)[N+](=O)[O-])SC1=NN=NN1C)=O)F)F